4-Phenyl-1,1-bis(phenylselanyl)butan-2-one C1(=CC=CC=C1)CCC(C([Se]C1=CC=CC=C1)[Se]C1=CC=CC=C1)=O